t-pentylperoxy-t-butyl monocarbonate C(OC(COOC(C)(C)CC)(C)C)([O-])=O